COCOC1=C2C(CCOC2=CC(=C1)CO)C 5-[(methoxymethyl)oxy]-4-methyl-3,4-dihydro-2H-chromen-7-yl-methanol